COC1=NC=C(C=C1N1OCC[C@H]1C1=CC=CC=C1)C=1C=CC=2N(N1)C=C(N2)NC(COC)=O (S)-N-(2-methoxy-5-(2-(2-methoxyacetamido)imidazo[1,2-b]pyridazin-6-yl)pyridin-3-yl)-3-phenylisoxazolidine